1-(2-chloro-4-nitro-phenyl) alpha-L-fucopyranoside O([C@H]1[C@@H](O)[C@H](O)[C@H](O)[C@@H](O1)C)C1=C(C=C(C=C1)[N+](=O)[O-])Cl